[Na+].P1(=O)(OC2=C(C=C(C=C2C(C)(C)C)C(C)(C)C)CC2=C(C(=CC(=C2)C(C)(C)C)C(C)(C)C)O1)[O-] methylene-bis(4,6-di-tert-butylphenyl) phosphate sodium salt